OOCCCCCCCCCCC undecyl hydroxy ether